N[C@H](C(=O)O)[C@H](CC1=CC=CC=C1)C1=CNC2=CC=CC=C12 (2S,3R)-2-amino-3-(1H-indol-3-yl)-4-phenylbutanoic acid